BrC=1C=NN2C1C=CC(=C2)OCCCO[Si](C)(C)C(C)(C)C 3-bromo-6-(3-((tert-butyldimethylsilyl)oxy)propoxy)pyrazolo[1,5-a]pyridine